NC1=CC(=C(N=N1)Cl)C(CC#N)N1C(N[C@@H](C1)C(F)(F)F)=O 3-(6-amino-3-chloro-1,2-diazin-4-yl)-3-[(4S)-2-oxo-4-(trifluoromethyl)tetrahydro-1H-imidazol-1-yl]propanenitrile